C1(CC1)NC(C1=CC(=C(C=C1)C)C=1C=NC(=C(C1)C=1C=NSC1)NC(CO)(C)C)=O N-cyclopropyl-3-(6-((1-hydroxy-2-methylpropan-2-yl)amino)-5-(isothiazol-4-yl)pyridin-3-yl)-4-methylbenzamide